IC=1C=C2C(=CC(=NC2=CC1)N(CC(=O)O)C)C1=CC=NC=C1 N-(6-iodo-4-(pyridin-4-yl)quinolin-2-yl)-N-methyl-glycine